3-(7-((4-((4-(2,4-dichlorophenyl)piperazin-1-yl)methyl)benzyl)oxy)-5-fluoro-3-oxo-1,3-dihydro-2H-indazol-2-yl)piperidine-2,6-dione ClC1=C(C=CC(=C1)Cl)N1CCN(CC1)CC1=CC=C(COC=2C=C(C=C3C(N(NC23)C2C(NC(CC2)=O)=O)=O)F)C=C1